CN1N=CC(=C1C)S(=O)(=O)N1CCC(CC1)(F)C=1C(=CC=2N(C1)N=CN2)C 6-(1-((1,5-dimethyl-1H-pyrazol-4-yl)sulfonyl)-4-fluoropiperidin-4-yl)-7-methyl-[1,2,4]triazolo[1,5-a]pyridine